6,6a,7,11b-tetrahydroindeno[2,1-c]chromene-3,4,6a,9,10-pentaol C1=C2C3C(COC2=C(C(=C1)O)O)(CC1=CC(=C(C=C13)O)O)O